C/C(=C\\C1=CC=CC=C1)/C=C\\2/C(=O)N(C(=S)S2)CC(=O)O The molecule is a monocarboxylic acid that is 1,3-thiazolidine which is substituted on the nitrogen by a carboxymethyl group, at positions 2 and 4 by thioxo and oxo groups, respectively, and at position 5 by a 2-methyl-3-phenylprop-2-en-1-ylidene group. It is an inhibitor of aldose reductase (which catalyses the conversion of glucose to sorbitol) and is used for the treatment of some diabetic complications, including neuropathy. It has a role as an EC 1.1.1.21 (aldehyde reductase) inhibitor. It is a member of thiazolidines and a monocarboxylic acid.